NC1=C(C=CC(=C1)CCC1=CC=C(C=C1)C(F)(F)F)NC(CCCCC(CF)F)=O N-(2-amino-4-(4-(trifluoromethyl)phenethyl)phenyl)-6,7-difluoroheptanamide